trans-N-(8-amino-6-((S)-4-methyl-2-oxooxazolidin-3-yl)-2,7-naphthyridin-3-yl)-2-Cyanocyclopropanecarboxamide NC=1N=C(C=C2C=C(N=CC12)NC(=O)[C@H]1[C@@H](C1)C#N)N1C(OC[C@@H]1C)=O